Methyl (((cis-3-(2-amino-6-methoxy-9H-purin-9-yl)cyclobutyl)methoxy)((4-bromonaphthalen-1-yl)oxy)phosphoryl)-L-alaninate NC1=NC(=C2N=CN(C2=N1)[C@H]1C[C@H](C1)COP(=O)(OC1=CC=C(C2=CC=CC=C12)Br)N[C@@H](C)C(=O)OC)OC